(3S)-1-[5-chloro-2-(2-chlorophenyl)-3-(4-chlorophenyl)pyrazolo[1,5-a]pyrimidin-7-yl]piperidine-3-carboxamide ClC1=NC=2N(C(=C1)N1C[C@H](CCC1)C(=O)N)N=C(C2C2=CC=C(C=C2)Cl)C2=C(C=CC=C2)Cl